BrC=1C(=C(C(=O)OC)C(=CC1)Cl)C methyl 3-bromo-6-chloro-2-methylbenzoate